N-dodecyl-N,N-(dimethylammonio)butyrate CCCCCCCCCCCC[N+](C)(C)CCCC(=O)[O-]